BrC=1N=C(N(C1)C(=O)NCCCC(F)(F)F)OC 4-Bromo-2-methoxy-N-(4,4,4-trifluorobutyl)-1H-imidazole-1-carboxamide